(E)-3-Chloro-2-cyano-4-phenylbut-2-enoic acid ethyl ester C(C)OC(\C(=C(/CC1=CC=CC=C1)\Cl)\C#N)=O